COC(=O)C=1C(=CC2=C(C1)C1(CCN(CC1)CC1=CC=CC=C1)CO2)C(=O)OC benzyl-2H-spiro[benzofuran-3,4'-piperidine]-5,6-dicarboxylic acid dimethyl ester